BrC1=CC=2NC(=CC2S1)C(=O)O 2-bromo-4H-thieno[3,2-b]pyrrole-5-carboxylic acid